ClC1=C(C=CC=C1Cl)NC(=S)C=1C(NCCC1NCC1=C(C=NC=C1)OCC1OCC1)=O N-(2,3-dichlorophenyl)-4-[({3-[(oxetan-2-yl)methoxy]pyridin-4-yl}methyl)amino]-2-oxo-1,2,5,6-tetrahydropyridine-3-carbothioamide